FC(C(=O)[O-])(F)F.FC1(CCC(CC1)[C@H]([NH3+])C=1N=C2N(N=CC(=C2)C(C2C(NC(C2)C(F)(F)F)=O)O)C1)F (1S)-(4,4-Difluorocyclohexyl)(7-(hydroxy(2-oxo-5-(trifluoromethyl)pyrrolidin-3-yl)methyl)imidazo[1,2-b]pyridazin-2-yl)methanaminium 2,2,2-trifluoroacetate